C(C1=CC=CC=C1)C1=NC(=NO1)C=1C=C(C=C(C1)C(F)(F)F)NCC1=CC=C(S1)C(=O)O 5-(((3-(5-benzyl-1,2,4-oxadiazol-3-yl)-5-(trifluoromethyl)-phenyl)amino)methyl)thiophene-2-carboxylic acid